C(C)C1=CC=C(C=C1)B1OC(C)(C)C(C)(C)O1 4-ethylphenylboronic acid pinacol ester